BrC1=CC(=NC=C1OCC)C(F)F 4-Bromo-2-(difluoromethyl)-5-ethoxypyridine